N-[(trans)-(3S,4R)-4-hydroxyoxolan-3-yl]-4-methylbenzenesulfonamide O[C@@H]1[C@H](COC1)NS(=O)(=O)C1=CC=C(C=C1)C